4-methoxysulfamoyl-pentene CONS(=O)(=O)C(CC=C)C